methyl (3S)-5-[(E)-3-[tert-butoxycarbonyl (methyl) amino] prop-1-enyl]-2-oxo-spiro[1H-pyrrolo[2,3-b]pyridine-3,6'-5,7-dihydrocyclopenta[b]pyridine]-3'-carboxylate C(C)(C)(C)OC(=O)N(C/C=C/C=1C=C2C(=NC1)NC([C@]21CC=2C(=NC=C(C2)C(=O)OC)C1)=O)C